The molecule is an organophosphate oxoanion that is a trianion arising from deprotonation of the carboxylic acid and phosphate groups of 2-dehydro-3-deoxy-6-phospho-D-gluconic acid. It is an organophosphate oxoanion, a carbohydrate acid derivative anion and a monocarboxylic acid anion. It is a conjugate base of a 2-dehydro-3-deoxy-6-phospho-D-gluconic acid. C([C@@H]([C@@H](COP(=O)([O-])[O-])O)O)C(=O)C(=O)[O-]